C(C)(C)(C)OC(=O)NCC1=CC=C(C=C1)NC(=O)C1=CC2=C(OCCC3=C2SC=C3)C=C1C=1C(=NC(=CC1)C(N(CCC)C)=O)C(=O)OC methyl 3-(9-((4-(((tert-butoxycarbonyl)amino)methyl)phenyl)carbamoyl)-4,5-dihydrobenzo[b]thieno[2,3-d]oxepin-8-yl)-6-(methyl(propyl)carbamoyl)picolinate